CC1=NN(C=C1C=1N=C(C2=C(N1)C=NC=C2)O)COCC[Si](C)(C)C 2-(3-methyl-1-((2-(trimethylsilyl)ethoxy)methyl)-1H-pyrazol-4-yl)pyrido[3,4-d]pyrimidin-4-ol